C(C1=CC=CC=C1)(=O)O[C@@H](CO[Si](C)(C)C(C)(C)C)COCCCCCCCCCCCCCCCCCC (R)-1-((tert-butyldimethylsilyl)oxy)-3-(octadecyloxy)propan-2-ol benzoate